epsilon-2-decyltetradecyloxycarbonyl-L-lysine CC(CCCCCCCC)C(CCCCOC(=O)N[C@@H](CCCCN)C(=O)O)CCCCCCCCC